C(C)OC(=O)C=1C(=NC(=NC1C)N1CCC(CC1)C(C)(C)C)Cl 2-(4-(tert-butyl)piperidin-1-yl)-4-chloro-6-methylpyrimidine-5-carboxylic acid ethyl ester